4-((4-((2-(dimethylphosphoryl)phenyl)amino)-5-(trifluoromethyl)pyrimidin-2-yl)amino)-N-methoxy-3-(ethoxy)benzamide CP(=O)(C)C1=C(C=CC=C1)NC1=NC(=NC=C1C(F)(F)F)NC1=C(C=C(C(=O)NOC)C=C1)OCC